CN1CNC(C1=O)=O methyl-4,5-imidazolidinedione